ClC1=C(C=C(C=C1F)C=1N=C(SC1SC(C)C)N1N=C(C(=C1C(=O)O)C1=CC(=CC=C1)F)C)F 1-(4-(4-chloro-3,5-difluorophenyl)-5-(isopropylthio)thiazol-2-yl)-4-(3-fluorophenyl)-3-methyl-1H-pyrazole-5-carboxylic acid